[Li+].COC1=C(C(=O)[O-])C=C(C=N1)C=1C=CC=2N(N1)C=C(N2)NC(C=C)=O 2-methoxy-5-(2-acrylamidoimidazo[1,2-b]pyridazin-6-yl)nicotinic acid, lithium salt